(E)-4-(2-(dimethylamino)vinyl)-1-(4-methoxyphenyl)-6-methyl-2-oxo-1,2-dihydropyridine-3-carbonitrile CN(/C=C/C1=C(C(N(C(=C1)C)C1=CC=C(C=C1)OC)=O)C#N)C